methyl (2S,3S,6R)-3-(3,4-difluoro-2-methoxyphenyl)-6-methyl-6-(trifluoromethyl)tetrahydro-2H-pyran-2-carboxylate FC=1C(=C(C=CC1F)[C@H]1[C@H](O[C@](CC1)(C(F)(F)F)C)C(=O)OC)OC